(2,2,2-trifluoroethoxy)sodium FC(CO[Na])(F)F